ClC1=C(C(C(=O)NC2=C(C=C(C=C2)C(C(F)(F)F)(C(F)(F)F)F)C)=CC=C1)C(=O)N[C@H](CS(=O)(=O)C)C (S)-3-chloro-N1-{2-methyl-4-[1,2,2,2-tetrafluoro-1-(trifluoromethyl)ethyl]phenyl}-N2-(1-methyl-2-methylsulfonylethyl)-phthalamide